(4-(4-(difluoromethyl)phenyl)-1-methyl-1H-1,2,3-triazol-5-yl)methanol FC(C1=CC=C(C=C1)C=1N=NN(C1CO)C)F